5-(4-(tert-butoxycarbonyl)piperazin-1-yl)pyrazine-2-carboxylic acid C(C)(C)(C)OC(=O)N1CCN(CC1)C=1N=CC(=NC1)C(=O)O